COC(=C(C#N)C#N)C1=CC=C2C=NC(=NC2=C1)C1=CC=CC=C1 2-(methoxy(2-phenylquinazolin-7-yl)methylene)malononitrile